FC(C(=C[13C]#N)C1=CC=C(C=C1)Br)F 3-difluoromethyl-3-(4'-bromophenyl)acrylonitrile-13C